C(C1=CC=CC=C1)(=O)O[C@H]1C=2C(=NN(C2CC[C@H]1F)CCCOC(F)(F)F)C(F)(F)F [(4s,5R)-5-fluoro 1-[3-(trifluoromethoxy)propyl]-3-(trifluoromethyl)-4,5,6,7-tetrahydroindazol-4-yl] benzoate